FC1=C(C=C(C=C1)OC)C1=CC=C2C(=NNC2=C1)NC(C1=CC=CC=C1)=O N-(6-(2-fluoro-5-methoxyphenyl)-1H-indazol-3-yl)benzamide